2,4-dichloro-5-iodo-pyrimidineacetic acid ClC1(NC=C(C(=N1)Cl)I)CC(=O)O